FC(C1(CC1)NCC1CC2(CN(C2)C(=O)N2CC3(C2)NC(COC3)=O)C1)(F)F 2-[6-[[[1-(trifluoromethyl)cyclopropyl]amino]methyl]-2-azaspiro[3.3]heptane-2-carbonyl]-8-oxa-2,5-diazaspiro[3.5]nonan-6-one